C1(=CC=CC=C1)C1=C(C(C2=CC=CC=C2)(C2=CC=CC=C2)Cl)C=CC=C1 Triphenylbenzyl chloride